CN(C)CC1=C(C=C(C=C1)N1C(=CC2=C1N=C(N=C2)N[C@H]2[C@@H](COCC2)O)C(=O)N(C)C)F 7-(4-((dimethylamino)methyl)-3-fluorophenyl)-2-(((3S,4R)-3-hydroxytetrahydro-2H-pyran-4-yl)amino)-N,N-dimethyl-7H-pyrrolo[2,3-d]pyrimidine-6-carboxamide